NC1=CC=CC(=N1)S(=O)(=O)NC(=O)C=1C(=NC(=C(C1)C=1CCN(CC1)C)C(C)(C)C)N1C(CC(C1)C)(C)C N-[(6-Amino-2-pyridyl)sulfonyl]-6-tert-butyl-5-(1-methyl-3,6-dihydro-2H-pyridin-4-yl)-2-(2,2,4-trimethylpyrrolidin-1-yl)pyridin-3-carboxamid